C(C)C1CC(CCC1)NC(=O)C1=CC(=CC(=C1)C(=O)NC1CC(CCC1)CC)C(=O)NC1CC(CCC1)CC 1,3,5-benzenetricarboxylic acid tri(3-ethylcyclohexylamide)